COC1=CC(=CC(=C1O)OC)[C@@H]2[C@H](OC3=C(O2)C=C(C=C3)C4=CC(=O)C5=C(C=C(C=C5O4)O)O)CO The molecule is a flavonolignan isoalted from Mimosa diplotricha. It has a role as a plant metabolite. It is a flavonolignan, a dimethoxybenzene, a polyphenol and a benzodioxine.